The molecule is a quinolinemonocarboxylic acid having the carboxy group at position 7 as well as oxo and ethyl groups at positions 4 and 1 respectively and a dioxolo ring fused at the 5- and 6-positions. A synthetic antibiotic, it is used in veterinary medicine for the treatment of bacterial infections in cattle, pigs and poultry. It has a role as an antiinfective agent, an antibacterial drug, an enzyme inhibitor, an antimicrobial agent and an antifungal agent. It is a quinolinemonocarboxylic acid, an organic heterotricyclic compound, an aromatic carboxylic acid, an oxacycle and a quinolone antibiotic. It is a conjugate acid of an oxolinate. CCN1C=C(C(=O)C2=CC3=C(C=C21)OCO3)C(=O)O